(2S,4R)-4-((3-fluoropyridin-2-yl)oxy)pyrrolidine-2-carboxylic acid FC=1C(=NC=CC1)O[C@@H]1C[C@H](NC1)C(=O)O